CC(C[C@H]1[C@@H](C[C@H]2N(CCC3=CC(=C(C=C23)OC)OCC=2C=NC=CC2)C1)O)(C)C (2R,3R,11bR)-3-(2,2-dimethylpropyl)-10-methoxy-9-(pyridin-3-ylmethoxy)-1H,2H,3H,4H,6H,7H,11bH-pyrido[2,1-a]isoquinolin-2-ol